choline carbonate salt C([O-])([O-])=O.OCC[N+](C)(C)C.OCC[N+](C)(C)C